CN1C(N(CC1)C)C=1SC=C(C1)C 1,3-dimethyl-2-(4-methyl-2-thienyl)imidazolidine